4-[1-Methyl-5-[4-(trifluoromethyl)-1-piperidyl]-1,2,4-triazol-3-yl]benzaldehyd CN1N=C(N=C1N1CCC(CC1)C(F)(F)F)C1=CC=C(C=O)C=C1